N-(2-(1H-indol-3-yl)ethyl)-5-(oxazol-5-yl)thiazolo[5,4-d]pyrimidin-7-amine N1C=C(C2=CC=CC=C12)CCNC=1C2=C(N=C(N1)C1=CN=CO1)SC=N2